N'-(2-methylphenyl)-2-pyridineformylhydrazine CC1=C(C=CC=C1)N(N)C(=O)C1=NC=CC=C1